6-chloro-8-[(1R,2R)-2-[3-fluoro-1-(2,2,2-trifluoroethyl)indazol-6-yl]cyclopropyl]imidazo[1,2-b]pyridazine ClC=1C=C(C=2N(N1)C=CN2)[C@H]2[C@@H](C2)C2=CC=C1C(=NN(C1=C2)CC(F)(F)F)F